trans-N-(4-chlorophenyl)-4-(pyridin-2-yloxy)cyclohexane-1-carbothioamide ClC1=CC=C(C=C1)NC(=S)[C@@H]1CC[C@H](CC1)OC1=NC=CC=C1